N1(N=CC=C1)CCC(=O)N1CC(=CCC1)C=1C=C(C2=C(C=C(O2)C(=O)N(C)C)C1F)C1=CC=C(C=C1)N1CCNCC1 5-(1-(3-(1H-pyrazol-1-yl)propanoyl)-1,2,5,6-tetrahydropyridin-3-yl)-4-fluoro-N,N-dimethyl-7-(4-(piperazin-1-yl)phenyl)benzofuran-2-carboxamide